1-(6-bromo-1-oxospiro[3H-isoquinoline-4,1'-cyclopropane]-2-yl)cyclopropane-1-carboxylic acid methyl ester COC(=O)C1(CC1)N1C(C2=CC=C(C=C2C2(CC2)C1)Br)=O